1-(4-trifluoromethyl-benzyl)-indoline-2,3-dione FC(C1=CC=C(CN2C(C(C3=CC=CC=C23)=O)=O)C=C1)(F)F